4-(1H-imidazol-1-yl)-N-((1r,3r)-3-methoxycyclobutyl)pyrimidine-2-carboxamide N1(C=NC=C1)C1=NC(=NC=C1)C(=O)NC1CC(C1)OC